NC1(C2CC3CC(CC1C3)C2)C(=O)[O-] 2-aminoadamantane-2-carboxylate